[K+].C(CCC)S(=O)(=O)[O-] 1-butanesulfonic acid potassium salt